FC(C(=O)O)(F)F.FC1=C(C=C(C(=C1)CNC)F)N1N=C2C(=CC(=CC2=C1)F)C(=O)N 2-{2,5-difluoro-4-[(methylamino)methyl]phenyl}-5-fluoro-2H-indazole-7-carboxamide trifluoroacetate salt